5-chloro-1,2,3-benzotriazole ClC1=CC2=C(NN=N2)C=C1